O=C1NC(CCC1N1C(C2=CC=C(C=C2C1=O)N1CCN(CC1)CCCN1CCN(CC1)CCOC1=CC=C(C=C1)C(=O)C=1C2=C(SC1C1=CC=C(C=C1)O)C=C(C=C2)O)=O)=O 2-(2,6-dioxopiperidin-3-yl)-5-(4-(3-(4-(2-(4-(6-hydroxy-2-(4-hydroxyphenyl)benzo[b]thiophene-3-carbonyl)phenoxy)ethyl)piperazin-1-yl)propyl)piperazin-1-yl)isoindoline-1,3-dione